FC1=C(CN2CCC(CC2)(F)C=C2C(C3=CC(=C(C=C3C2)OC)OC)=O)C=CC=C1 2-((1-(2-fluorobenzyl)-4-fluoropiperidine-4-yl)methylene)-5,6-dimethoxy-2,3-dihydro-1-indenone